2,6-dichloro-N-cyclopropyl-nicotinamide ClC1=C(C(=O)NC2CC2)C=CC(=N1)Cl